(S)-2-(3-(2-((4-chloro-2-fluorobenzyl)oxy)-5,8-dihydro-1,7-naphthyridin-7(6H)-yl)propyl)-3-(oxetan-2-ylmethyl)-3H-imidazo[4,5-b]pyridine-5-carboxylic acid methyl ester COC(=O)C1=CC=C2C(=N1)N(C(=N2)CCCN2CCC=1C=CC(=NC1C2)OCC2=C(C=C(C=C2)Cl)F)C[C@H]2OCC2